C(C)(C)(C)O TertButyl Alcohol